(S)-1-(5-fluoropyridin-3-yl)pent-4-en-1-amine FC=1C=C(C=NC1)[C@H](CCC=C)N